CCCCCCC(C)(C)C1=CC(=C(C=C1)[C@@H]2C[C@@H](CC[C@H]2CCCO)O)O (-)-cis-3-[2-hydroxy-4-(1,1-dimethylheptyl)phenyl]-trans-4-(3-hydroxypropyl)cyclohexanol